(Z)-2-((4-amino-1,1,2-trifluorobut-2-en-1-yl)sulfonyl)phenol NC\C=C(\C(F)(F)S(=O)(=O)C1=C(C=CC=C1)O)/F